(1-(pent-4-en-1-yl)-1H-pyrrol-2-yl)(4-methylphenyl)methanone butyl-((trans)-4-cyanotetrahydro-2H-pyran-3-yl)carbamate C(CCC)N(C(O)=O)[C@@H]1COCC[C@H]1C#N.C(CCC=C)N1C(=CC=C1)C(=O)C1=CC=C(C=C1)C